N,N-bis(1,3-Benzothiazol-2-ylsulfanyl)-2-methylpropan-2-amin S1C(=NC2=C1C=CC=C2)SN(C(C)(C)C)SC=2SC1=C(N2)C=CC=C1